FC1=C(C=CC=C1C[C@@H]1N(CC([C@@H]1NS(=O)(=O)C)(F)F)C(=O)N(C)C)C1=CC(=CC=C1)F (2S,3R)-2-[(2,3'-difluoro[1,1'-biphenyl]-3-yl)methyl]-4,4-difluoro-3-[(methanesulfonyl)amino]-N,N-dimethylpyrrolidine-1-carboxamide